(S)-quinuclidin-3-yl (7-(2-fluoro-4-(trifluoromethyl)phenyl)-3,3-dimethylchroman-4-yl)carbamate FC1=C(C=CC(=C1)C(F)(F)F)C1=CC=C2C(C(COC2=C1)(C)C)NC(O[C@@H]1CN2CCC1CC2)=O